1-(phenylthio)-4-(piperazin-1-yl)butan C1(=CC=CC=C1)SCCCCN1CCNCC1